[2-chloro-3-(3-fluoro-1H-pyrazol-4-yl)phenyl]methanone ClC1=C(C=CC=C1C=1C(=NNC1)F)C=O